COC(=O)C1(CC(=NO1)C1=CC(=CC(=C1)F)F)C(F)(F)F 3-(3,5-difluorophenyl)-5-(trifluoromethyl)-4,5-dihydro-1,2-oxazole-5-carboxylic acid methyl ester